8-bromo-[1,2,4]triazolo[1,5-a]pyridine-5-carboxylic acid methyl ester COC(=O)C1=CC=C(C=2N1N=CN2)Br